C1(=CC=CC=C1)C(OC[C@H]1OCCN2C3=CC=CC=C3C(C=3C(OC(C3C=3C=4C=CC=CC4N(CC1)C3)=O)=O)=C2)(C2=CC=CC=C2)C2=CC=CC=C2 (18S)-18-[(triphenylmethoxy)methyl]-4,17-dioxa-14,21-diazahexacyclo[19.6.1.1^{7,14}.0^{2,6}.0^{8,13}.0^{22,27}]nonacosa-1(28),2(6),7(29),8,10,12,22(27),23,25-nonaene-3,5-dione